3-phenoxypropanamide hydrochloride Cl.O(C1=CC=CC=C1)CCC(=O)N